propionic acid 3-(2-(diallylamino) ethyl)-1H-indol-6-yl ester C(C=C)N(CCC1=CNC2=CC(=CC=C12)OC(CC)=O)CC=C